C(C)(C)(C)OC(NC1CC(C1)OC=1C=C2C(N(C(C2=CC1)=O)[C@H]1C(NC(CC1)=O)=O)=O)=O N-[(1r,3r)-3-[[2-(2,6-dioxopiperidin-3-yl)-1,3-dioxo-2,3-dihydro-1H-isoindol-5-yl]oxy]cyclobutyl]carbamic acid tert-butyl ester